C1(CCC1)CNC=1C2=C(N=C(N1)NC1=C(C=C(C=C1)P1(CCN(CC1)C1COC1)=O)OC)NC=C2C#N 4-((cyclobutylmethyl)amino)-2-((2-methoxy-4-(1-(oxetan-3-yl)-4-oxido-1,4-azaphosphinan-4-yl)phenyl)amino)-7H-pyrrolo[2,3-d]pyrimidine-5-carbonitrile